C(=C)N(CC1=CC=CC=C1)CCC(C)O[Si](OCC)(C)CCCN (N-vinylbenzylaminoethyl)-γ-aminopropylmethyldiethoxysilane